C(CCCCCCC)C1(C(=O)O)C(C(=O)O)(C=CC=C1)CCCCCCCC.C1CCCCC1 cyclohexane 1,2-dioctyl-phthalate